FC1=C(C=C(C(=C1)Cl)SC(C)=O)O 2-Fluoro-4-chloro-5-acetylsulfanyl-phenol